dimethyl-lambda6-Thioketone C[SH2](C)=C=O